2,5-bis-mercaptomethyl-1,4-dithiane SCC1SCC(SC1)CS